NC1=NC=CC(=C1)C=1OC=C(N1)C(=O)NC=1C=C2C(=NC1N1CC(CCC1)O[Si](C)(C)C(C)(C)C)N=C(S2)N2CCOCC2 2-(2-aminopyridin-4-yl)-N-(5-(3-((tert-butyldimethylsilyl)oxy)piperidin-1-yl)-2-morpholinothiazolo[4,5-b]pyridin-6-yl)oxazole-4-carboxamide